FC1=C(C=CC(=C1C1=CC2=C(N=C(N=C2)NC)N2C1=NCC2)C)NS(=O)(=O)C2=C(C=CC=C2)C(F)(F)F N-(2-fluoro-4-methyl-3-(2-(methylamino)-8,9-dihydroimidazo[1',2':1,6]pyrido[2,3-d]pyrimidin-6-yl)phenyl)-2-(trifluoromethyl)benzenesulfonamide